phenoxatellurine C1=CC=CC=2OC3=CC=CC=C3[Te]C12